tert-Butyl 2,2-dimethyl-4-(3-oxopropyl)pyrrolidine-1-carboxylate CC1(N(CC(C1)CCC=O)C(=O)OC(C)(C)C)C